(1-(2-cyanophenyl)-1-[1-(difluoromethyl)pyrazol-4-yl]propan-2-yl)-5-methoxy-1-methyl-N-(1,2-oxazol-4-yl)-6-oxopyrimidine-4-carboxamide C(#N)C1=C(C=CC=C1)C(C(C)C=1N(C(C(=C(N1)C(=O)NC=1C=NOC1)OC)=O)C)C=1C=NN(C1)C(F)F